C1(CCC1)OC=1C=CC(=C(C1)N1CC2=CC=C(C=C2CC1)C1C(C1)C(=O)Cl)F 2-(2-(5-cyclobutoxy-2-fluorophenyl)-1,2,3,4-tetrahydroisoquinolin-6-yl)cyclopropanecarbonyl chloride